(1S)-1-cyclobutylethan-1-amine hydrochloride Cl.C1(CCC1)[C@H](C)N